1-{[4-(4,4,5,5-tetramethyl-1,3,2-dioxaborolan-2-yl)phenoxy]methyl}cyclopropan-1-ol CC1(OB(OC1(C)C)C1=CC=C(OCC2(CC2)O)C=C1)C